CNC(=O)C1=CC=C(C=C1)C1=CC=CS1 5-(4-(methylcarbamoyl)phenyl)thiophene